2-ethyl-2-buten C(C)C(C)=CC